OC=1C=C(C(=O)C2N(C=CC3=CC=CC=C23)C)C=CC1 1-(3-hydroxybenzoyl)-2-methylisoquinolin